BrC=1SC(=CC1Br)C1=CC=C(C=C1)C=C 2,3-dibromo-5-(4-vinylphenyl)thiophene